2-(5-(((1R,2S,3S,5S)-2-fluoro-1,5-dimethyl-8-azabicyclo[3.2.1]octan-3-yl)oxy)-1,3,4-thiadiazol-2-yl)-5-(4-methyl-2H-1,2,3-triazol-2-yl)phenol F[C@H]1[C@]2(CC[C@@](C[C@@H]1OC1=NN=C(S1)C1=C(C=C(C=C1)N1N=CC(=N1)C)O)(N2)C)C